tert-butyl-9-(1-(3-(2,6-bis(benzyloxy)pyridin-3-yl)-1-methyl-1H-indazol-6-yl)-3-methylpiperidine-4-carbonyl)-3,9-diazaspiro[5.5]undecane-3-carboxylate C(C)(C)(C)OC(=O)N1CCC2(CC1)CCN(CC2)C(=O)C2C(CN(CC2)C2=CC=C1C(=NN(C1=C2)C)C=2C(=NC(=CC2)OCC2=CC=CC=C2)OCC2=CC=CC=C2)C